CC(=CCO)CCC=C(CCC=C(C)C)C 3,7,11-trimethyldodeca-2,6,10-trien-1-ol